1,3-bis(2,6-diisopropylphenyl)-2,2-difluoro-4-imidazoline C(C)(C)C1=C(C(=CC=C1)C(C)C)N1C(N(C=C1)C1=C(C=CC=C1C(C)C)C(C)C)(F)F